FC1(CCC(CC1)NC1=NC(=NC(=C1)C)N1N=C(C=C1)C#N)F 1-(4-((4,4-difluorocyclohexyl)amino)-6-methyl-pyrimidin-2-yl)-1H-pyrazole-3-carbonitrile